ClC1=CC(=C(N=N1)C(O)C1=CC(=C(C=C1)F)C1=NC=NC2=CC(=CC=C12)N1CCOCC1)OC (6-Chloro-4-methoxy-pyridazin-3-yl)-[4-fluoro-3-(7-morpholin-4-yl-quinazolin-4-yl)phenyl]-methanol